amino-2-(3,5-dichloro-4-((1-isopropyl-5-methyl-6-oxo-1,6-dihydropyridin-3-yl)oxy)phenyl)-1,2,4-triazine-3,5(2H,4H)-dione NN1C(N(N=CC1=O)C1=CC(=C(C(=C1)Cl)OC1=CN(C(C(=C1)C)=O)C(C)C)Cl)=O